2,3-difluoro-4-(4-propyl-cyclohex-1-enyl)-phenylboronic acid FC1=C(C=CC(=C1F)C1=CCC(CC1)CCC)B(O)O